COC(C#CCCC=CCC)OC 1,1-dimethoxy-6-nonen-2-yne